(1-isopropyl-1H-imidazol-4-yl)[(1R,5S,6r)-6-(4,5,5-trimethyl-4,5-dihydro-1,2-oxazol-3-yl)-3-azabicyclo[3.1.0]hex-3-yl]methanone C(C)(C)N1C=NC(=C1)C(=O)N1C[C@H]2C([C@H]2C1)C1=NOC(C1C)(C)C